ClC=1C=C(C=2C[C@H](CC2C1)NC1=NC=C(C=N1)C1=CC(=NO1)C)C#N (S)-6-chloro-2-((5-(3-methylisoxazol-5-yl)pyrimidin-2-yl)amino)-2,3-dihydro-1H-indene-4-carbonitrile